methanesulfonamide Hydrochloride Cl.CS(=O)(=O)N